O1C(OCC1)C1=NC=CC(=C1)C1CN(CCC1=O)C(=O)OC(C)(C)C tert-butyl 3-(2-(1,3-dioxolan-2-yl)pyridin-4-yl)-4-oxopiperidine-1-carboxylate